6-(4-(6-(((1R,3s,5S)-1,5-dimethyl-8-azabicyclo[3.2.1]octan-3-yl)(methyl)amino)pyridazin-3-yl)-3-hydroxyphenyl)-3-methylpyrimidin-4(3H)-one C[C@]12CC(C[C@](CC1)(N2)C)N(C2=CC=C(N=N2)C2=C(C=C(C=C2)C2=CC(N(C=N2)C)=O)O)C